FC=1C(=NC=C(C1N)I)OC 3-fluoro-5-iodo-2-methoxypyridin-4-amine